ClC=1C(=NC(=NC1)NC1CCOCC1)C1=CC=C2CN(C(C2=C1)=O)[C@@H](C(=O)N[C@H](C)C1=C(C(=CC=C1)OC)F)CO (2R)-2-(6-{5-chloro-2-[(oxan-4-yl)amino]pyrimidin-4-yl}-1-oxo-2,3-dihydro-1H-isoindol-2-yl)-N-[(1R)-1-(2-fluoro-3-methoxyphenyl)ethyl]-3-hydroxypropanamide